C(C)N1C(NCC1C(=O)NC1=C(C=CC(=C1)OC1=NC=C(C=C1)C(F)(F)F)OC)=O 3-Ethyl-N-(2-methoxy-5-((5-(trifluoromethyl)pyridin-2-yl)oxy)phenyl)-2-oxo-imidazolidine-4-carboxamide